C(C1=CC=CC=C1)(=O)SC=1SC(SC1SC(C1=CC=CC=C1)=O)=S 4,5-bis(benzoylthio)-1,3-dithiolene-2-thione